2-chloro-4-(2,6-difluoro-4-phenoxyanilino)pyridine-3-carbonitrile ClC1=NC=CC(=C1C#N)NC1=C(C=C(C=C1F)OC1=CC=CC=C1)F